NC1(CC1)C(=O)N1CCC(CC1)C=1C=C2C(=C(NC2=CC1)C=1C=C(C(N(C1)C)=O)C)C(C)C 5-(5-(1-(1-aminocyclopropanecarbonyl)piperidin-4-yl)-3-isopropyl-1H-indol-2-yl)-1,3-dimethylpyridin-2(1H)-one